(S)-ethyl-6-(3-fluoro-2-methylphenyl)-4-methyl-2-(thiazol-2-yl)-1,6-dihydropyrimidine-5-carboxylate C(C)OC(=O)C1=C(N=C(N[C@H]1C1=C(C(=CC=C1)F)C)C=1SC=CN1)C